C1(CC1)CN(C1=C2CN(C(C2=CC=C1)=O)C1C(NC(CC1)=O)=O)C1CCC(CC1)NC1CC(C1)(F)F 3-(4-((cyclopropylmethyl)((1r,4r)-4-((3,3-difluoro-cyclobutyl)amino)cyclohexyl)amino)-1-oxoisoindolin-2-yl)piperidine-2,6-dione